5-ethynyl-6-fluoro-4-(8-fluoro-2-(((2R,7aS)-2-fluorotetrahydro-1H-pyrrolizin-7a(5H)-yl)methoxy)-5-(2-methylpyrazolidin-1-yl)pyrido[4,3-d]pyrimidin-7-yl)naphthalen-2-ol C(#C)C1=C2C(=CC(=CC2=CC=C1F)O)C1=C(C=2N=C(N=CC2C(=N1)N1N(CCC1)C)OC[C@]12CCCN2C[C@@H](C1)F)F